2-(((S)-1-methylpyrrolidin-2-yl)methoxyl-7-(naphthalen-1-yl)-5,6,7,8-tetrahydropyrido[3,4-d]pyrimidin-4-yl)piperazine-2-carbonitrile CN1[C@@H](CCC1)COC=1N=C(C2=C(N1)CN(CC2)C2=CC=CC1=CC=CC=C21)C2(NCCNC2)C#N